1,4-thiazepane hydrochloride Cl.S1CCNCCC1